C(C1=CC=CC=C1)OC1=CC=C2C3=C(COC2=C1)C=CC(=C3)Br 3-(benzyloxy)-9-bromo-6H-benzo[c]chromen